ClC1=CC(=NC(=C1C(=O)O)OCC1=NN=NN1C)C(F)(F)F 4-chloro-2-((1-methyl-1H-tetrazol-5-yl)methoxy)-6-(trifluoromethyl)nicotinic acid